IC1=C(C=C(C=C1)C1=NC(=NO1)N1CCCCC1)O 2-iodo-5-(3-(piperidin-1-yl)-1,2,4-oxadiazol-5-yl)phenol